methyl-6-nitro-1H-benzimidazole CN1C=NC2=C1C=C(C=C2)[N+](=O)[O-]